N[C@@H](CO)C=1C=C(C=CC1)C1=CC(=CC(=C1)N1CCC2(CC1)CCCCC2)COC2=C(C=CC=C2)CC(=O)O (R)-2-(2-((3'-(1-amino-2-hydroxyethyl)-5-(3-azaspiro[5.5]undecan-3-yl)-[1,1'-biphenyl]-3-yl)methoxy)phenyl)acetic acid